5-[2-ethoxy-5-(cis-3,5-dimethylpiperazine-1-sulfonyl)phenyl]-1-methyl-3-n-propyl-7,6-dihydro-1H-pyrazolo[4,3-d]pyrimidin C(C)OC1=C(C=C(C=C1)S(=O)(=O)N1C[C@H](N[C@H](C1)C)C)C=1NCC2=C(N1)C(=NN2C)CCC